N1N=CC(=C1)C1=CN=C2N1N=CC=C2 3-(1H-pyrazol-4-yl)imidazo[1,2-b]pyridazine